CN1CCC(CC1)C(C)N1C(=NC2=C1CNC2)C=2C=C1C=NNC1=CC2 5-(1-(1-(1-Methylpiperidin-4-yl)ethyl)-1,4,5,6-Tetrahydropyrrolo[3,4-d]imidazol-2-yl)-1H-Indazol